IC1=NN(C=C1C(=O)OCC)C1OCCCC1 ethyl 3-iodo-1-(oxacyclohex-2-yl)-1H-pyrazole-4-carboxylate